1-(4-methoxycyclohexanecarbonyl)-3-{3-methyl-4-[(1-methyl-1H-imidazol-2-yl)oxy]phenyl}urea COC1CCC(CC1)C(=O)NC(=O)NC1=CC(=C(C=C1)OC=1N(C=CN1)C)C